tert-butyl methyl(3-(6-(4-(4-methylpiperazin-1-yl)phenyl)furo[3,2-b]pyridin-3-yl)phenyl)carbamate CN(C(OC(C)(C)C)=O)C1=CC(=CC=C1)C1=COC=2C1=NC=C(C2)C2=CC=C(C=C2)N2CCN(CC2)C